pentaerythritol (2-mercaptoisobutyrate) SC(C(=O)OCC(CO)(CO)CO)(C)C